5-methyl-N4-acetylcytidine triphosphate P(O)(=O)(OP(=O)(O)OP(=O)(O)O)OC[C@@H]1[C@H]([C@H]([C@@H](O1)N1C(=O)N=C(NC(C)=O)C(=C1)C)O)O